2-amino-6-phenyl-4-(3'-(trifluoromethyl)-[1,1'-biphenyl]-3-yl)pyridine-3,5-dicarbonitrile NC1=NC(=C(C(=C1C#N)C=1C=C(C=CC1)C1=CC(=CC=C1)C(F)(F)F)C#N)C1=CC=CC=C1